CN1[C@@H](CCC1)C(=O)NCC1=CC=C(C=C1)OCC1=CC=C(C=C1)Cl (S)-1-methyl-N-(4-((4-chlorobenzyl)oxy)benzyl)pyrrolidine-2-carboxamide